p-chloro-N-benzylcarboxamide ClC1=CC=C(CNC=O)C=C1